benzo[C]isoxazole N=1OC=C2C1C=CC=C2